C[Si](C)(C)[NH-].C[Si](C)(C)[NH-].[Li+].[Li+] lithium bis(trimethylsilylamide)